C(C)N(C(CCCS(=O)(=O)C1=CC2=C(N3C(S2)=NC(=C3)C3=CC=C(C=C3)C(F)(F)F)C=C1)=O)CC N,N-diethyl-4-((2-(4-(trifluoromethyl)phenyl)benzo[d]imidazo[2,1-b]thiazol-7-yl)sulfonyl)butanamide